3-(3-chloro-4-fluorophenyl)-5-(2-(3-fluoropyrrolidin-1-yl)-2-oxoethyl)-1-(methoxymethyl)-1H-pyrrolo[3,2-c]pyridin-4(5H)-one ClC=1C=C(C=CC1F)C1=CN(C2=C1C(N(C=C2)CC(=O)N2CC(CC2)F)=O)COC